C1(=CC=CC=C1)[C@@H]1NOC2=C1C=CC=C2 (S)-3-phenyl-2,3-dihydrobenzo[d]isoxazole